OC[C@H]1CN(C(CO1)(C)C)C(=O)OC(C)(C)C tert-butyl (2R)-2-(hydroxymethyl)-5,5-dimethylmorpholine-4-carboxylate